COCOC1=C(C(=O)N2CC3=CC=CC(=C3C2)NC(\C=C\CN2CC(CC2)(F)F)=O)C=C(C(=C1)OCOC)C (E)-N-(2-(2,4-bis(methoxymethoxy)-5-methylbenzoyl)isoindolin-4-yl)-4-(3,3-difluoropyrrolidin-1-yl)but-2-enamide